OC1=C(C=CC=C1C1=NC=CC=C1)N1C2=CC=CC=C2C=2N=CC=CC12 9-(2-hydroxy-3-(pyridin-2-yl)phenyl)-4-azacarbazole